C(C)OC(CCCCCCCC)=O.C(CCCCCCCC)(=O)OCCCCCCCC octyl nonanoate ethyl-pelargonate